2-ethyl-4-pentyl-6-Propylphenol C(C)C1=C(C(=CC(=C1)CCCCC)CCC)O